(±)-N-[(1H-benzimidazol-2-yl)methyl]-6-cyclopropyl-1-(1-methylazepan-4-yl)-1H-pyrazolo[3,4-b]pyrazin-3-amine N1C(=NC2=C1C=CC=C2)CNC2=NN(C1=NC(=CN=C12)C1CC1)[C@H]1CCN(CCC1)C |r|